guanidinoacetic acid, hydrobromide Br.N(C(=N)N)CC(=O)O